FC=1C(=C(C(=O)NC(C)C)C=CC1)N1C(=C(C=2C1=CN=CC2)C(=O)[C@H]2C[C@@H](N(CC2)C(=O)[C@H]2N[C@H](CC2)C)C)C |&1:24| fluoro-N-isopropyl-2-(2-methyl-3-((2S,4RS)-2-methyl-1-((2S,5S)-5-methylpyrrolidine-2-carbonyl)piperidine-4-carbonyl)-1H-pyrrolo[2,3-c]pyridin-1-yl)benzamide